Cl.NCCCOCCCCOCCCNC(C(=O)C1N(C(CC1)=O)CC1=CC=C(C=C1)Cl)=O N-{3-[4-(3-Aminopropoxy)butoxy]propyl}-2-{1-[(4-chlorophenyl)methyl]-5-oxopyrrolidin-2-yl}-2-oxoacetamide Hydrochloride